morpholinoacetonitril O1CCN(CC1)CC#N